OCC(C)(C)NC(=O)C=1C=2C[C@@H]3[C@H](C2N(N1)C1=NC=CN=C1)C3 (1aR,5aR)-2-Pyrazin-2-yl-1a,2,5,5a-tetrahydro-1H-2,3-diaza-cyclopropa[a]pentalene-4-carboxylic acid (2-hydroxy-1,1-dimethyl-ethyl)-amide